[N+](=O)([O-])C(CCC(=O)OC)CCCC(=O)OC Dimethyl 4-nitrooctanedioate